BrC1=C(C=CC(=C1)COC(C)C)OC 2-bromo-4-(isopropoxymethyl)-1-methoxybenzene